10,11-epoxy-4-chloropentacyclo[7.4.0.12,5.17,13.01,12]pentadeca-3-ene ClC1=CC2C34C5C6C(C4CC(CC1C2)CC53)O6